C1(=C(C(=C(C(=C1)N)N)N)N)C1=CC=CC=C1 biphenyl-tetraamine